C1=CC=CC=2C3=CC=CC=C3C3(C4=CC=CC=C4C4=CC=CC=C43)C12 spiro-9,9'-bifluoren